C(CCCCCCCCCC#C)(=O)N[C@H](C(=O)N1[C@@H](C[C@H](C1)O)C(=O)NCC1=CC=C(C=C1)C1=C(N=CS1)C)C(C)(C)C (2S,4R)-1-((S)-2-(dodec-11-ynamido)-3,3-dimethylbutanoyl)-4-hydroxy-N-(4-(4-methylthiazol-5-yl)benzyl)pyrrolidine-2-carboxamide